BrC=1C(=NN(C1C=1C=NC(=CC1)F)C1=C(C=CC=C1)F)O 4-bromo-1-(2-fluorophenyl)-5-(6-fluoropyridin-3-yl)-1H-pyrazol-3-ol